[Si](C)(C)(C(C)(C)C)OCCSC=1N=NC(=CC1NC1=CC(=NC=C1)NC(CCCN1CCN(CC1)C)=O)C1=C(C=CC(=C1)Cl)F N-(4-{[3-({2-[(tert-butyldimethylsilyl)oxy]ethyl}sulfanyl)-6-(5-chloro-2-fluorophenyl)pyridazin-4-yl]amino}pyridin-2-yl)-4-(4-methylpiperazin-1-yl)butanamide